(rac)-7-benzyl 5-(tert-butyl) 2-(4-cyclobutyl-2-hydroxyphenyl)-3,4,5a,6,8,9-hexahydro-2H-10-oxa-1,2,5,7-tetraazacycloocta[cd]indene-5,7-dicarboxylate C1(CCC1)C1=CC(=C(C=C1)N1N=C2C=3[C@@H](N(CCC13)C(=O)OC(C)(C)C)CN(CCO2)C(=O)OCC2=CC=CC=C2)O |r|